N1C=NC(=C1)CCNC(=O)CCCC(=O)O 4-[[2-(1H-imidazol-4-yl)ethyl]carbamoyl]butanoic acid